[N-]=C=O.[N-]=C=O.CC(C(C)(C)C)CCCC Tetramethylhexane diisocyanate